3-(1-pentyl-6-cyano-1H-indole-3-carboxamido)benzoic acid C(CCCC)N1C=C(C2=CC=C(C=C12)C#N)C(=O)NC=1C=C(C(=O)O)C=CC1